(S)-4-(2-(dimethylamino)-3-(1,3-dioxoisoindolin-2-yl)propyl)-2-fluorobenzamide CN([C@@H](CC1=CC(=C(C(=O)N)C=C1)F)CN1C(C2=CC=CC=C2C1=O)=O)C